C(C)(=O)N1C(CC(C1)C1=CC(=C(C=C1)OC(F)F)OCC1CC1)C(=O)NC(C(=O)N)C1=C(C=C(C=C1)F)F 1-acetyl-N-(2-amino-1-(2,4-difluorophenyl)-2-oxoethyl)-4-(3-(cyclopropylmethoxy)-4-(difluoromethoxy)phenyl)pyrrolidine-2-carboxamide